C(#N)C1=CC(=C(COC2=CC=CC(=N2)C2=C(C=C(CC3=NC4=C(N3CCOC)C=C(C=C4)C(=O)O)C=C2)F)C=C1)F 2-(4-(6-(4-cyano-2-fluorobenzyloxy)pyridin-2-yl)-3-fluorobenzyl)-1-(2-methoxyethyl)-1H-benzo[d]imidazole-6-carboxylic acid